dimethyl (R)-8-oxo-6,6a,7,8,9,10-hexahydrobenzo[b]pyrido[1,2-d][1,4]oxazine-2,3-dicarboxylate O=C1C[C@H]2N(C3=C(OC2)C=C(C(=C3)C(=O)OC)C(=O)OC)CC1